COC(=O)[C@@H]1NCCN(C1)C([C@@H](C)OC1=CC=C2C(=CC(OC2=C1)=O)C1=C(C=C(C=C1)F)Cl)=O (2R)-4-[(2R)-2-[4-(2-chloro-4-fluoro-phenyl)-2-oxo-chromen-7-yl]oxypropionyl]piperazine-2-carboxylic acid methyl ester